CC1=CC=C(C(=O)O[C@@H]2[C@](O[C@H](C2)N2C3=NC=NC(=C3N=C2)NC2CC2)(COC(C2=CC=C(C=C2)C)=O)C#C)C=C1 (2R,3S,5R)-5-(6-(cyclopropylamino)-9H-purin-9-yl)-2-ethynyl-2-(((4-methylbenzoyl)oxy)methyl)tetrahydrofuran-3-yl 4-methylbenzoate